C(#C)C1=CC=C(C=C1)F 1-Ethynyl-4-fluorobenzene